methylacrylamidopropyltrimethylammonium chlorid [Cl-].CC[N+](C)(C)CCCNC(C=C)=O